ClC=1N=C(C2=C(N1)C=C(O2)C(=O)NC2CCN(CC2)C)N2CCOCC2 2-chloro-N-(1-methylpiperidin-4-yl)-4-morpholinofuro[3,2-d]pyrimidine-6-carboxamide